7-oxabicyclo[4.1.0]-heptane C12CCCCC2O1